6-(2-((3-(2,6-dichlorophenyl)-5-(trifluoromethyl)isoxazol-4-yl)methylene)-7-azaspiro[3.5]non-7-yl)-4-(trifluoromethyl)quinoline-2-carboxylic acid ClC1=C(C(=CC=C1)Cl)C1=NOC(=C1C=C1CC2(C1)CCN(CC2)C=2C=C1C(=CC(=NC1=CC2)C(=O)O)C(F)(F)F)C(F)(F)F